butyl 4-(5-bromopyrimidin-4-yl)piperazine-1-carboxylate BrC=1C(=NC=NC1)N1CCN(CC1)C(=O)OCCCC